((4-(2,7-diazaspiro[3.5]non-2-yl)pyrimidin-5-yl)oxy)-5-fluoro-N-((1r,3r)-3-fluorocyclobutyl)-N-isopropylbenzamide hydrochloride Cl.C1N(CC12CCNCC2)C2=NC=NC=C2OC2=C(C(=O)N(C(C)C)C1CC(C1)F)C=C(C=C2)F